ClC1=NC(=NC(=N1)CC(C)C1=CC(=C(C(=C1)F)Cl)F)N[C@@H](CO)CC(C)C (2R)-2-((4-chloro-6-(2-(4-chloro-3,5-difluorophenyl)propyl)-1,3,5-triazin-2-yl)amino)-4-methylpentan-1-ol